2,6-diphenyl-4-(2,4,6-triphenylpyridinium-1-yl)-phenolate C1(=CC=CC=C1)C1=C(C(=CC(=C1)[N+]1=C(C=C(C=C1C1=CC=CC=C1)C1=CC=CC=C1)C1=CC=CC=C1)C1=CC=CC=C1)[O-]